deuteroethyl bromide [2H]CCBr